5-((1E,6E)-7-(3-(butyryloxy)-4-methoxyphenyl)-3,5-dioxohepta-1,6-dien-1-yl)-2-methoxyphenyl 5-((3aS,4S,6aR)-2-oxohexahydro-1H-thieno[3,4-d]imidazol-4-yl)pentanoate O=C1N[C@H]2[C@@H](N1)CS[C@H]2CCCCC(=O)OC2=C(C=CC(=C2)\C=C\C(CC(\C=C\C2=CC(=C(C=C2)OC)OC(CCC)=O)=O)=O)OC